C[C@H]1C(C[C@@H](C[C@H]1C(=C)C)C(=C)C)=O (2r,3r,5r)-2-methyl-3,5-diisopropenylcyclohexanone